1-(trifluoromethyl)cyclopentan-1-ol FC(C1(CCCC1)O)(F)F